NC=1N=C(C=C2C=C(N=CC12)NC(=O)[C@H]1[C@@H](C1)C#N)C=1C=NC=C(C1C)C(F)F |r| (±)-trans-N-[8-amino-6-[5-(difluoromethyl)-4-methyl-3-pyridinyl]-2,7-naphthyridin-3-yl]-2-cyano-cyclopropanecarboxamide